(1R,2S,3R)-5-(2-(2-amino-3-bromoquinolin-7-yl)ethyl)-3-(4-amino-7H-pyrrolo[2,3-d]pyrimidin-7-yl)-1,5-dimethylcyclopentane-1,2-diol NC1=NC2=CC(=CC=C2C=C1Br)CCC1(C[C@H]([C@@H]([C@@]1(O)C)O)N1C=CC2=C1N=CN=C2N)C